Cl.Cl.FC1=CC=C(C=C1)CN1C=C2C(=CC1=O)C(CN2C(CN2[C@H](CN[C@@H](C2)C)CN2[C@@H](COCC2)C)=O)(C)C 6-[(4-Fluorophenyl)methyl]-3,3-dimethyl-1-{2-[(2R,5R)-5-methyl-2-{[(3R)-3-methylmorpholin-4-yl]methyl}piperazin-1-yl]acetyl}-1H,2H,3H,5H,6H-pyrrolo[2,3-c]pyridin-5-one dihydrochloride